((5-phenoxypyridin-2-yl)methyl)-5,6,7,8-tetrahydroquinolin-8-amine O(C1=CC=CC=C1)C=1C=CC(=NC1)CC1=NC=2C(CCCC2C=C1)N